OCCN1N=CC(=C1)NC=1N=CC2=C(N1)N(C(C(=C2)N2CCN(C1=CC=CC=C21)C(=O)OC(C)(C)C)=O)C Tert-butyl 4-[2-[[1-(2-hydroxyethyl)pyrazol-4-yl]amino]-8-methyl-7-oxo-pyrido[2,3-d]pyrimidin-6-yl]-2,3-dihydroquinoxaline-1-carboxylate